benzimidazole bromide salt [Br-].N1=CNC2=C1C=CC=C2